tris(2,2,2-trifluoroethyl) borate B(OCC(F)(F)F)(OCC(F)(F)F)OCC(F)(F)F